N12CCCCCCN(CCC1)CCC2 1,8-diazabicyclo[6.3.3]tetradecane